O[C@@]1(C(N(CC1)C)=O)C1=CC(=NO1)C1=CC=CC(=N1)C1=NC(=NC=C1)NC=1C=NN(C1)C1CN(C1)C(=O)OC(C)(C)C tert-Butyl (R)-3-(4-((4-(6-(5-(3-hydroxy-1-methyl-2-oxopyrrolidin-3-yl)isoxazol-3-yl)pyridin-2-yl)pyrimidin-2-yl)amino)-1H-pyrazol-1-yl)azetidine-1-carboxylate